5-{[(3-methylphenyl)carbamoyl]amino}-2-phenoxybenzoic acid methyl ester COC(C1=C(C=CC(=C1)NC(NC1=CC(=CC=C1)C)=O)OC1=CC=CC=C1)=O